CNCCC[Si](OC)(OC)OC gamma-methylaminopropyl-trimethoxysilane